CNC=1N=C(C2=C(N1)N(C=C2)S(=O)(=O)C2=CC=C(C)C=C2)C=CC=2C=NC=C(C2)OCCOC2OCCCC2 N-methyl-4-(2-(5-(2-((tetrahydro-2H-pyran-2-yl)oxy)ethoxy)pyridin-3-yl)vinyl)-7-Tosyl-7H-pyrrolo[2,3-d]pyrimidin-2-amine